C1(CC1)C=1N=CN(C1)C1=C(C=C2CCNC(C2=C1)=O)C 7-(4-cyclopropyl-1H-imidazol-1-yl)-6-methyl-3,4-dihydroisoquinolin-1(2H)-one